N-(2-(4,4-Difluoropiperidin-1-yl)-6-methylpyrimidin-4-yl)-4-((fluoromethyl)sulfonamido)-2-(6-azaspiro[2.5]octan-6-yl)benzamide FC1(CCN(CC1)C1=NC(=CC(=N1)NC(C1=C(C=C(C=C1)NS(=O)(=O)CF)N1CCC2(CC2)CC1)=O)C)F